OC=1C=C(C=C(C1)OC)NC(OC(C)(C)C)=O tert-butyl (3-hydroxy-5-methoxyphenyl)carbamate